ClCC=1OCC(N1)C1=CC=CC=C1 2-chloromethyl-4-phenyl-oxazoline